2-(1-Benzyl-6-methyl-2-oxo-1,2-dihydropyridin-4-yl)benzoic acid methyl ester COC(C1=C(C=CC=C1)C1=CC(N(C(=C1)C)CC1=CC=CC=C1)=O)=O